7-((3R,5S)-1-propenoyl-5-methylpyrrolidin-3-yl)-4-amino-N-(2-(2-fluorophenyl)propan-2-yl)-6-(prop-1-yn-1-yl)-7H-pyrrolo[2,3-d]pyrimidine-5-carboxamide C(C=C)(=O)N1C[C@@H](C[C@@H]1C)N1C(=C(C2=C1N=CN=C2N)C(=O)NC(C)(C)C2=C(C=CC=C2)F)C#CC